spiro[2.4]heptane-5-one C1CC12CC(CC2)=O